4-[2-(N-cyclohexylanilino)-2-oxo-ethyl]-1-[(4-fluorophenyl)-methyl-carbamoyl]piperidine-4-carboxylic acid C1(CCCCC1)N(C1=CC=CC=C1)C(CC1(CCN(CC1)C(N(C)C1=CC=C(C=C1)F)=O)C(=O)O)=O